tert-butyl (R)-3-(4-(3H-[1,2,3]triazolo[4,5-b]pyridin-3-yl)-2-fluoro-N-(7-(3-hydroxypropyl)isoquinolin-1-yl)benzamido)piperidine-1-carboxylate formate salt C(=O)O.N1=NN(C2=NC=CC=C21)C2=CC(=C(C(=O)N(C1=NC=CC3=CC=C(C=C13)CCCO)[C@H]1CN(CCC1)C(=O)OC(C)(C)C)C=C2)F